ClC1=CC(=C(C(=C1)C(C)C)NC(=O)NS(=O)(=O)C=1SC(=CN1)C(C)(C)O)C(C)C N-(4-chloro-2,6-diisopropylphenyl-carbamoyl)-5-(2-hydroxypropan-2-yl)thiazole-2-sulfonamide